CC1C(CCC(=C1)C)C(=O)C(C)(C)C tert-butyl 2,4-dimethyl-3-cyclohexen-1-yl ketone